FC1=C(C=CCN1C)N1CCN(CC1)CC=1C=C2C=3N(CC(NC3C1)=O)C=C2 6-fluoro-N-methyl-5-(4-((2-oxo-2,3-dihydro-1H-pyrrolo[1,2,3-de]quinoxalin-8-yl)methyl)piperazin-1-yl)pyridine